3-[2-(6-chloro-1-cyclopropyl-1,3-benzodiazol-5-yl)ethynyl]-1-[(3s,5R)-5-[(1R)-1-hydroxyethyl]-1-(prop-2-enoyl)pyrrolidin-3-yl]-5-(methylamino)pyrazole-4-carboxamide ClC=1C(=CC2=C(N(C=N2)C2CC2)C1)C#CC1=NN(C(=C1C(=O)N)NC)[C@@H]1CN([C@H](C1)[C@@H](C)O)C(C=C)=O